C1(CC1)C(C1=C(C(=C(C2=CNN=C12)C=1N=CC=2N(C1)C=C(N2)NC(C)=O)C(F)(F)F)F)O N-(6-(7-(cyclopropyl(hydroxy)methyl)-6-fluoro-5-(trifluoromethyl)-2H-indazol-4-yl)imidazo[1,2-a]pyrazin-2-yl)acetamide